C(C1=CC=CC=C1)OC1=C2N=CN(C2=NC=N1)C1=NC=CC(=C1)C 6-(benzyloxy)-9-(4-methylpyridin-2-yl)-9H-purine